3-(3,4-dihydro-isoquinolin-2(1H)-yl)-2-hydroxy-propyl-thiomorpholine C1N(CCC2=CC=CC=C12)CC(CN1CCSCC1)O